3-Methoxy-4-(prop-2-yn-1-ylamino)benzamide COC=1C=C(C(=O)N)C=CC1NCC#C